6-bromo-N-(4-((5-methoxy-2-(piperazin-1-yl)pyrimidin-4-yl)amino)-2,5-dimethylphenyl)pyridineamide BrC1=CC=CC(=N1)C(=O)NC1=C(C=C(C(=C1)C)NC1=NC(=NC=C1OC)N1CCNCC1)C